2,3-dichloro-4-phenoxyaniline ClC1=C(N)C=CC(=C1Cl)OC1=CC=CC=C1